triphenyl-butyl-tetraphenyl-phosphine borate B(O)(O)O.C1(=CC=CC=C1)C1=C(C(=C(C=C1)P(C1=CC=CC=C1)(C1=CC=CC=C1)(C1=CC=CC=C1)CCCC)C1=CC=CC=C1)C1=CC=CC=C1